(3-{[(6,7-dimethoxyquinazolin-4-yl)oxy]methyl}phenyl)(imino)methyl-λ6-sulfanone COC=1C=C2C(=NC=NC2=CC1OC)OCC=1C=C(C=CC1)[SH2](=O)C=N